FC=1C(=NC(=NC1)N1CC(NCCC1)C)N1N=CC2=CC=CC=C12 N-(5-fluoro-2-(3-methyl-1,4-diazepan-1-yl)pyrimidin-4-yl)-1H-indazol